C(C)OC(=O)C=1N=C2N(C=C(N=C2Br)Br)C1C 6,8-Dibromo-3-methyl-imidazo[1,2-a]pyrazine-2-carboxylic acid ethyl ester